4-amino-6-fluoro-1H-indole-2-carboxylate NC1=C2C=C(NC2=CC(=C1)F)C(=O)[O-]